NCC1=CC(=C(C=C1)NC(=O)C1=CC2=C(OCCC3=C2SC=C3)C=C1C=1C(=NC(=CC1)C(NC1CCC1)=O)C(=O)O)C 3-(9-((4-(aminomethyl)-2-methylphenyl)carbamoyl)-4,5-dihydrobenzo[b]thieno[2,3-d]oxepin-8-yl)-6-(cyclobutylcarbamoyl)picolinic acid